C(C)C(CN(C(COCC(=O)O)=S)CC(CCCC)CC)CCCC N,N-di(2-ethylhexyl)thiodiglycolic acid amide